COC1=CC=C(C=C1)N1[C@@H]2CNC[C@H](C1)CC2(C)C (1R,5S)-6-(4-methoxyphenyl)-9,9-dimethyl-3,6-diazabicyclo[3.2.2]nonane